N-(3-methoxybenzyl)-N-(3-morpholinobenzyl)-4-(2-morpholinoethyl)oxazol-2-amine COC=1C=C(CN(C=2OC=C(N2)CCN2CCOCC2)CC2=CC(=CC=C2)N2CCOCC2)C=CC1